C1(CCC1)CC(=O)NC1=CC(=C(C=C1)C)C1=NC=CC=C1F 2-cyclobutyl-N-[3-(3-fluoropyridin-2-yl)-4-methylphenyl]acetamide